C[Si](C)(C)[Y][Si](C)(C)C bis(trimethylsilyl)yttrium